CC1=C2CCCCC2=C(C=C1)C 5,8-dimethyltetralin